BrC=1C(=C(C=CC1)C(C)=O)F 1-(3-bromo-2-fluorophenyl)ethan-1-one